tert-butyl 1-(methoxy(methyl)carbamoyl)isoindoline-2-carboxylate CON(C(=O)C1N(CC2=CC=CC=C12)C(=O)OC(C)(C)C)C